5-methyl-N2-[2-(octahydroisoindol-1-yl)pyridin-5-yl]-N4-(2-oxo-2,3-dihydro-1,3-benzoxazol-5-yl)-2,4-pyrimidinediamine CC=1C(=NC(=NC1)NC=1C=CC(=NC1)C1NCC2CCCCC12)NC=1C=CC2=C(NC(O2)=O)C1